C(C=C)OC(=O)O[C@@H](C(=O)O)C (R)-2-(((allyloxy)carbonyl)oxy)propionic acid